FC1=C(CN2N=NC(=C2)C=2C=C(C=CC2)C=2CCN(CC2)C(=O)OC(C)(C)C)C=CC(=C1)C(=O)OC tert-butyl 4-(3-(1-(2-fluoro-4-(methoxycarbonyl)benzyl)-1H-1,2,3-triazol-4-yl)phenyl)-3,6-dihydropyridin-1(2H)-carboxylate